4-amino-N-((2S,6R)-2,6-dimethylmorpholino)-1-methyl-N-((5-(trifluoromethyl)pyridin-2-yl)methyl)-1H-pyrazolo[4,3-c]quinoline-8-carboxamide NC1=NC=2C=CC(=CC2C2=C1C=NN2C)C(=O)N(CC2=NC=C(C=C2)C(F)(F)F)N2C[C@@H](O[C@@H](C2)C)C